CO[Si](OC)(OC)C(CCCCCCC)[Si](C1=CC=CC=C1)(C)C (trimethoxysilyl)(dimethylphenylsilyl)octane